(S)-2-(1-(2-chlorothiazol-4-yl)-1H-pyrazol-4-yl)-N-(5-cyclopropyl-1H-pyrazol-3-yl)propanamide ClC=1SC=C(N1)N1N=CC(=C1)[C@@H](C(=O)NC1=NNC(=C1)C1CC1)C